N-((R)-2,3-dihydroxypropoxy)-3,4-difluoro-2-(2-fluoro-4-iodo-phenylamino)-benzamide O[C@@H](CONC(C1=C(C(=C(C=C1)F)F)NC1=C(C=C(C=C1)I)F)=O)CO